3-[4-[[(3R,4R)-3-Hydroxy-4-piperidyl]carbamoyl]phenyl]-1-sulfamoyl-pyrrole-2-carboxylic acid O[C@@H]1CNCC[C@H]1NC(=O)C1=CC=C(C=C1)C1=C(N(C=C1)S(N)(=O)=O)C(=O)O